1-Methyl-3-Isobutyl-xanthin CN1C(=O)N(C=2N=CNC2C1=O)CC(C)C